tribenzocyclododecanone C1(CCCCCC2=C(C3=C(C4=C1C=CC=C4)C=CC=C3)C=CC=C2)=O